tert-butyl (3R,4R)-4-({7-bromopyrrolo[2,1-f][1,2,4]triazin-2-yl}amino)-3-hydroxypiperidine-1-carboxylate BrC1=CC=C2C=NC(=NN21)N[C@H]2[C@@H](CN(CC2)C(=O)OC(C)(C)C)O